propynyl α-cyclohexyl-α-hydroxyphenylacetate C1(CCCCC1)C(C(=O)OC#CC)(O)C1=CC=CC=C1